C(C)OC(=O)C=1C=NN(C1C(F)(F)F)C1=C2CNC(C2=CC=C1)=O 1-(1-oxoisoindolin-4-yl)-5-(trifluoromethyl)-1H-pyrazole-4-carboxylic acid ethyl ester